vinylmethylimidazolium nitrate [N+](=O)([O-])[O-].C(=C)CC=1NC=C[NH+]1